(6S)-6-({2-[1-(prop-2-yl)-1H-pyrazol-4-yl]-7-(trifluoromethyl)[1,2,4]triazolo[1,5-c]quinazolin-5-yl}amino)-1,4-diazepan-5-one CC(C)N1N=CC(=C1)C1=NN2C(=NC=3C(=CC=CC3C2=N1)C(F)(F)F)N[C@@H]1C(NCCNC1)=O